(methoxy)terephthalic acid COC1=C(C(=O)O)C=CC(=C1)C(=O)O